tert-butyl (2R,3S,4S,5R)-3-(3,4-difluoro-2-(hydroxymethyl)phenyl)-4,5-dimethyl-5-(trifluoromethyl)tetrahydrofuran-2-carboxylate FC=1C(=C(C=CC1F)[C@H]1[C@@H](O[C@]([C@H]1C)(C(F)(F)F)C)C(=O)OC(C)(C)C)CO